(R)-8,8-Dimethyl-2-(1H-7-azaindol-4-yl)-4-(3-methylmorpholin-4-yl)-7-benzyl-5,6,7,8-tetrahydropyrido[3,4-d]pyrimidine CC1(N(CCC2=C1N=C(N=C2N2[C@@H](COCC2)C)C2=C1C=CNC1=NC=C2)CC2=CC=CC=C2)C